BrC=1C(=NN(C1)C)F 4-Bromo-3-fluoro-1-methyl-1H-pyrazole